(R)-1-(1-carboxy-2-methylpropyl)-4-[3-(methoxy)phenylthiomethyl]-1H-1,2,3-Triazole C(=O)(O)[C@@H](C(C)C)N1N=NC(=C1)CSC1=CC(=CC=C1)OC